FC1(CC(C1)NC(OC(C)(C)C)=O)F tert-butyl (3,3-difluorocyclobutyl)carbamate